C(CCCCCCCC)N(CCCCCCCCC)CCN1CCNCC1 N-Nonyl-N-(2-(piperazin-1-yl)ethyl)nonan-1-amine